3-(2-amino-thiazol-5-ylmethyl)azetidin-2-one NC=1SC(=CN1)CC1C(NC1)=O